C1CCC(CC1)N=C=O 4-cyclohexylisocyanate